1-(2-acetyl-2-azaspiro[3.3]heptan-6-yl)-4-chloro-N-(3-methyl-5-(phenylethynyl)pyridin-2-yl)-1H-pyrazole-5-carboxamide C(C)(=O)N1CC2(C1)CC(C2)N2N=CC(=C2C(=O)NC2=NC=C(C=C2C)C#CC2=CC=CC=C2)Cl